BrC1=C(C(=O)NC=2C=C3C(=NC2)NN=C3)C=C(C=C1)NC(=O)NC1=CC(=C(C=C1)Cl)C(F)(F)F 2-bromo-5-(3-(4-chloro-3-(trifluoromethyl)phenyl)ureido)-N-(1H-pyrazolo[3,4-b]pyridin-5-yl)benzamide